FC1=CC=C2C=C(C=C(C2=C1C#C[Si](C(C)C)(C(C)C)C(C)C)N)OCOC 7-fluoro-3-(methoxymethoxy)-8-((triisopropylsilyl)ethynyl)naphthalen-1-amine